(S)-5-bromo-3-methoxy-N1-((tetrahydrofuran-2-yl)methyl)benzene-1,2-diamine BrC1=CC(=C(C(=C1)NC[C@H]1OCCC1)N)OC